C(C)C1=CN=C2N1C=C(C=N2)C=2C=CN1N=C(N=CC12)NC1CC2(COC2)C1 5-(3-ethylimidazo[1,2-a]pyrimidin-6-yl)-N-(2-oxaspiro[3.3]heptane-6-yl)pyrrolo[2,1-f][1,2,4]triazin-2-amine